2-(2-((2-(2,6-dioxopiperidin-3-yl)-1,3-dioxoisoindolin-4-yl)amino)ethoxy)propanamide O=C1NC(CCC1N1C(C2=CC=CC(=C2C1=O)NCCOC(C(=O)N)C)=O)=O